C(C)(C)(C)OC(=O)N[C@H](C(=O)OC)CC1=CC(=CC=C1)O {S}-methyl 2-(tert-butoxycarbonylamino)-3-(3-hydroxyphenyl)propanoate